FC(C(=O)O)(C=1SC(=CN1)C(F)(F)F)F 2,2-difluoro-2-[5-(trifluoromethyl)-1,3-thiazol-2-yl]acetic acid